FC=1C(NC(=NC1)C1=NN(C(=C1)C1=NOC=C1)CC1=C(C=CC=C1)F)=O 5-fluoro-2-(1-(2-fluorobenzyl)-5-(isoxazol-3-yl)-1H-pyrazol-3-yl)pyrimidin-4(3H)-one